CC1=C(C=CC=C1C=1C(=NC=2CCN(CC2C1)CCO)C(=O)N)C1=C(C(=CC=C1)C=1C(=NC=2CCN(CC2C1)CCO)C(=O)N)C (2,2'-dimethyl-[1,1'-biphenyl]-3,3'-diyl)bis(6-(2-hydroxyethyl)-5,6,7,8-tetrahydro-1,6-naphthyridine-2-carboxamide)